cyclopropyl(imino){[1-(8-methoxyquinazolin-4-yl)piperidin-4-yl]methyl}-λ6-sulfanone C1(CC1)S(=O)(CC1CCN(CC1)C1=NC=NC2=C(C=CC=C12)OC)=N